spiro[dibenzo[b,d]silole-5,10'-dibenzo[b,e][1,4]thiasilin] C1=CC=CC=2SC3=C([Si]4(C21)C2=C(C1=C4C=CC=C1)C=CC=C2)C=CC=C3